OC1=C(C=CC=C1OC)C(C)=O 1-(2-hydroxy-3-methoxyphenyl)ethanone